C(C)(C)C1=CC=CC=2C3=C(OC21)C(=CC=C3)B(O)O (6-isopropyldibenzo[b,d]furan-4-yl)boronic acid